(18-(9H-carbazole-9-yl)octadecyl)phosphonic acid C1=CC=CC=2C3=CC=CC=C3N(C12)CCCCCCCCCCCCCCCCCCP(O)(O)=O